CC=1C(=NC=CC1C)N1C[C@H](O[C@H](C1)C)C (cis)-4-(3,4-dimethylpyridin-2-yl)-2,6-dimethylmorpholine